FC(C(=O)O)(F)F.N=1C=NN2C=NC(=CC21)OC2=C(C=C(C=C2)NC2=NC=NC1=CC(=CC=C21)OC)C N-(4-([1,2,4]triazolo[1,5-c]pyrimidine-7-yloxy)-3-methylphenyl)-7-methoxyquinazolin-4-amine 2,2,2-trifluoroacetate